methyl 4-((3-hydroxy-1-methoxy-1-oxobutan-2-yl)amino)-3-nitrobenzoate OC(C(C(=O)OC)NC1=C(C=C(C(=O)OC)C=C1)[N+](=O)[O-])C